(t-butyl-2-methyl-ethyl-phenyl)-9H-fluoren-2-amine C(C)(C)(C)C=1C(=C(C=CC1)C1=C(C=CC=2C3=CC=CC=C3CC12)N)CCC